Cl.N[C@H]1C[C@H](C1)C(=O)NC (cis)-3-Amino-N-methylcyclobutanecarboxamide hydrochloride